ClC=1C=C(C(=O)O)C=CC1C1=NC=CC2=C1C=CO2 3-chloro-4-(furo[3,2-c]pyridin-4-yl)benzoic acid